COC1=CC=C(C=C1)\C=C\C1=CC=C(C=C1)[N+](=O)[O-] (E)-1-methoxy-4-(4-nitrostyryl)benzene